bis-phenyl-2-methyl-phenyltriazolyl-4-methyl-phenylmethyl-phenylcinnamate C1(=CC=CC=C1)C=1C(=C(C(=C(C(=C(C(=O)[O-])C2=CC=CC=C2)CC2=CC=C(C=C2)C)C1)C=1N=NNC1)C1=C(C=CC=C1)C)C1=CC=CC=C1